C(CC)N(CCC)CCC.C(CCC)N(CCCC)CCCC tributylamine tripropylamine salt